N2-(2-(1-(Cyclopropylsulfonyl)-1H-pyrazol-4-yl)pyrimidin-4-yl)-5-(1-(difluoromethyl)-1H-pyrazol-3-yl)-N4-((1s,4s)-4-(methylamino)cyclohexyl)pyridine-2,4-diamine C1(CC1)S(=O)(=O)N1N=CC(=C1)C1=NC=CC(=N1)NC1=NC=C(C(=C1)NC1CCC(CC1)NC)C1=NN(C=C1)C(F)F